7-(bromomethyl)-5-fluoro-3-methylquinoxalin-2(1H)-one BrCC1=CC(=C2N=C(C(NC2=C1)=O)C)F